O(C1=CC=CC=C1)C1=CN=C(N=N1)N1CCC2(CC1)[C@@H](C1=CC=CC=C1C2)N (S)-1'-(6-phenoxy-1,2,4-triazin-3-yl)-1,3-dihydrospiro[indene-2,4'-piperidin]-1-amine